C(#N)C1=C(C=CC(=C1)NC(=S)NC(CO)(CO)C)/N=C/N(C)C (E)-N'-(2-cyano-4-(3-(1,3-dihydroxy-2-methylpropan-2-yl)thioureido)phenyl)-N,N-dimethylformamidine